C1(=CC=CC=C1)S(=O)(=O)C1=CC(=NN=N1)S(=O)(=O)C1=CC=CC=C1 bis(benzenesulfonyl)triazine